FC=1C(=C(C=C(C1)C(C)(C)OC)[C@@H](C(=O)O)N1C[C@@H](CC1)OCCCCCC1=NC=2NCCCC2C(=C1)OC)OC (S)-2-(3-fluoro-2-methoxy-5-(2-methoxypropan-2-yl)phenyl)-2-((R)-3-((5-(4-methoxy-5,6,7,8-tetrahydro-1,8-naphthyridin-2-yl)pentyl)oxy)pyrrolidin-1-yl)acetic acid